6-(3-cyanopyrrolo[1,2-b]pyridazin-7-yl)-4-(((1r,4R)-4-(1-(difluoromethyl)-1H-imidazol-4-yl)cyclohexyl)amino)-N-((R)-2-fluoro-3-hydroxy-3-methylbutyl)nicotinamide C(#N)C1=CC=2N(N=C1)C(=CC2)C2=NC=C(C(=O)NC[C@H](C(C)(C)O)F)C(=C2)NC2CCC(CC2)C=2N=CN(C2)C(F)F